CC=1N(C(=C2C(N(N=CC21)C2=NC=CC=C2)=O)C)C2=CC(=CC=C2)N2CCCC2 5,7-Dimethyl-2-(pyridin-2-yl)-6-(3-(pyrrolidin-1-yl)phenyl)-2,6-dihydro-1H-pyrrolo[3,4-d]pyridazin-1-one